8-acetyl-6-chloro-3-isopropyl-2-(tetrahydro-2H-pyran-4-yl)quinazolin-4(3H)-one C(C)(=O)C=1C=C(C=C2C(N(C(=NC12)C1CCOCC1)C(C)C)=O)Cl